N-(5-(4-(7-fluoro-4,4-dimethyl-1-oxo-1,2,3,4-tetrahydroisoquinolin-6-yl)-3-nitro-1H-pyrazol-1-yl)-2-methylphenyl)but-2-ynamide FC1=C(C=C2C(CNC(C2=C1)=O)(C)C)C=1C(=NN(C1)C=1C=CC(=C(C1)NC(C#CC)=O)C)[N+](=O)[O-]